quinolinephosphonate N1=C(C=CC2=CC=CC=C12)P([O-])(=O)[O-]